C(C)OC(=O)OC(=O)OCC Diethyldicarbonat